CC1(OC=2C=C(C=CC2C2N3N(CC=C21)C(N(C3=O)C3=CC=C(C=C3)C(=O)N3CCOCC3)=O)OC3OCCCC3)C 7,7-dimethyl-2-(4-(morpholine-4-carbonyl)phenyl)-10-((tetrahydro-2H-pyran-2-yl)oxy)-5,12b-dihydro-1H,7H-chromeno[4,3-c][1,2,4]triazolo[1,2-a]pyridazin-1,3(2H)-dione